2-{3-chloro-5H,6H,7H,8H-pyrido[2,3-c]pyridazin-8-yl}-1,3-thiazole-4-carboxylic acid ethyl ester C(C)OC(=O)C=1N=C(SC1)N1CCCC2=C1N=NC(=C2)Cl